ClC(C1=NC(=NO1)C1=CC=C(C=C1)C(CNC1=C(C=C(C=C1)Cl)Cl)=O)(F)F (4-(5-(chlorodifluoromethyl)-1,2,4-oxadiazol-3-yl)phenyl)-2-((2,4-dichlorophenyl)amino)ethan-1-one